7-(bromomethyl)-1-methyl-1,5-dihydro-4H-pyrazolo[4,3-c]quinolin-4-one BrCC=1C=CC=2C3=C(C(NC2C1)=O)C=NN3C